ethyl (R,Z)-2-(5-chloro-4-(2-(((3-chloropyridin-2-yl) oxy) methyl) pyrrolidin-1-yl)-2-fluorobenzoyl)-3-ethoxyacrylate ClC=1C(=CC(=C(C(=O)/C(/C(=O)OCC)=C/OCC)C1)F)N1[C@H](CCC1)COC1=NC=CC=C1Cl